methyl 5-methyl-1-(trifluoromethyl)-1H-pyrazole-4-carboxylate CC1=C(C=NN1C(F)(F)F)C(=O)OC